N1C=C(C=C1)CN (1H-pyrrol-3-yl)methylamine